N1(CCCCC1)C1=CC=C(C=C1)C1CN(C1)C(=O)N1C[C@@H]2[C@@H](OCC(N2)=O)CC1 (4aR,8aS)-6-[3-[4-(1-piperidinyl)phenyl]azetidine-1-carbonyl]-4,4a,5,7,8,8a-hexahydropyrido[4,3-b][1,4]oxazin-3-one